3-Bromo-5-fluoro-N-(imino(pyridin-4-yl)methyl)isonicotinamide BrC1=C(C(=O)NC(C2=CC=NC=C2)=N)C(=CN=C1)F